C(C)(C)(C)OC(CNC(CNC(CN1N=C(C=2C(=CC=CC12)C1=C(C=C2C=NN(C2=C1)C)F)C1CCN(CC1)C(CCC(=O)O)=O)=O)=O)=O 4-(4-(1-(2-((2-((2-(tert-butoxy)-2-oxoethyl)amino)-2-oxoethyl)amino)-2-oxoethyl)-5'-fluoro-1'-methyl-1H,1'H-[4,6'-biindazol]-3-yl)piperidin-1-yl)-4-oxobutanoic acid